C(CCC(C)C)OP(OCCCC(C)C)(=O)CC(=O)NO (2-(hydroxyamino)-2-oxoethyl)phosphonic acid diisohexyl ester